4-benzoyl-N-[(3S)-piperidin-3-yl]-5-(trifluoromethyl)pyrimidin-2-amine C(C1=CC=CC=C1)(=O)C1=NC(=NC=C1C(F)(F)F)N[C@@H]1CNCCC1